C(OCCCCCCCCCC)(OCI)=O decyl (iodomethyl) carbonate